BrC=1C=C(C=C2C=CN(C12)C(=O)OC(C)(C)C)OC tert-butyl 7-bromo-5-methoxy-1H-indole-1-carboxylate